CC=1NC2=CC(=CC=C2C1C)[N+](=O)[O-] 2,3-Dimethyl-6-Nitro-1H-Indole